C(C)(C)(C)OC(=O)N1C(C(C(CC1)=O)(C(=O)O)C)C 3-Methyl-2-methyl-4-oxopiperidine-1,3-dicarboxylic acid 1-tert-butyl ester